BrC1=C2C=NN(C2=C(C(=C1O)F)F)C1OCCCC1 4-Bromo-6,7-difluoro-1-(tetrahydro-2H-pyran-2-yl)-1H-indazol-5-ol